CC=1N=C(SC1)O 4-methylthiazol-2-ol